C12(CCC(CC1)CC2)C(OC2=CC=C(C=C2)C(C(C)(C)O)NC(OC(C)(C)C)=O)([2H])[2H] tert-Butyl (1-(4-(bicyclo[2.2.2]octan-1-ylmethoxy-d2)phenyl)-2-hydroxy-2-methylpropyl)carbamate